ClC1=CC=C(C=C1)C1=N[C@H](C=2N(C3=C1C(=C(S3)C)C)C(=NN2)C)CC(=O)NCCCCCCCC=O (S)-2-(4-(4-chlorophenyl)-2,3,9-trimethyl-6H-thieno[3,2-f][1,2,4]triazolo[4,3-a][1,4]diazepin-6-yl)-N-(8-oxooctyl)acetamide